O1C(CCCC1)OC[C@@H]1CN(CCO1)C=1C=C2C(=NC1)NC(N2C2CCN(CC2)C(C2=CC=C(C=C2)OC(F)(F)F)=O)=O 6-[(2S)-2-(tetrahydropyran-2-yloxymethyl)morpholin-4-yl]-1-[1-[4-(trifluoromethoxy)benzoyl]-4-piperidyl]-3H-imidazo[4,5-b]pyridin-2-one